CN1[C@H](CCC1=O)C(=O)NC=1C=C(C=C2C=CC=NC12)OC1=NC=C(C=C1)C(F)(F)F (R)-1-Methyl-5-oxo-N-(6-((5-(trifluoromethyl)pyridin-2-yl)oxy)quinolin-8-yl)pyrrolidine-2-carboxamide